C(=O)(C(=C)C)[Na] methacryl-sodium